FC1=NC=CC=C1C1=NC=NC(=C1)OC 4-(2-fluoropyridin-3-yl)-6-methoxypyrimidine